C(C)(C)(C)OC(=O)N1CCN(CC1)C1=CC2=C(C(OC2=O)=O)C(=C1)OC 4-(7-methoxy-1,3-dioxo-1,3-dihydro-2-benzofuran-5-yl)piperazine-1-carboxylic acid tert-butyl ester